O[C@H]1[C@H](CCCC1)NC(=O)C=1C(N(N=C(C1)C1=CC=C(C=C1)OC(F)(F)F)C=1C=NN(C1)C)=O N-[(1S,2R)-2-hydroxycyclohexyl]-2-(1-methyl-1H-pyrazol-4-yl)-3-oxo-6-[4-(trifluoromethoxy)phenyl]-2,3-dihydropyridazine-4-carboxamide